CSC1=NC2=C(CC(C1)NC(OC(C)(C)C)=O)C=CC=C2 Tert-butyl [2-(methylsulfanyl)-4,5-dihydro-3H-1-benzazepin-4-yl]carbamate